ClC1=C(C(=NC=N1)N)F 6-Chloro-5-fluoropyrimidin-4-amine